itaconic acid monobenzyl ester C(C1=CC=CC=C1)OC(C(=C)CC(=O)O)=O